FC1=CC=C2C(=NNC2=C1C#N)C=1CNCCC1 6-Fluoro-3-(1,2,5,6-tetrahydropyridin-3-yl)-1H-indazole-7-carbonitrile